4-(8-fluoro-2-(((2R,7aS)-2-fluorotetrahydro-1H-pyrrolizin-7a(5H)-yl)methoxy)-4-(4-(hydroxymethyl)piperidin-1-yl)pyrido[4,3-d]pyrimidin-7-yl)naphthalen-2-ol FC1=C(N=CC2=C1N=C(N=C2N2CCC(CC2)CO)OC[C@]21CCCN1C[C@@H](C2)F)C2=CC(=CC1=CC=CC=C21)O